FC=1C=C(C=CC1OC1=CC=NC2=CC(=CC=C12)OCCCN1CCCCC1)CC(=O)C1=C2C(=CN(C1=O)C1=CC=C(C=C1)F)CCO2 7-(2-(3-fluoro-4-((7-(3-(piperidin-1-yl)propoxy)quinolin-4-yl)oxy)phenyl)acetyl)-5-(4-fluorophenyl)-3,5-dihydrofuro[3,2-c]pyridin-6(2H)-one